N-[1-cyano-2-(phenyl)ethyl]-2-azabicyclo[2.2.1]heptane-3-carboxamide C(#N)C(CC1=CC=CC=C1)NC(=O)C1NC2CCC1C2